C(=O)O.FC(OC1=C(C=CC(=C1)C(F)(F)F)C=1N=NC(=C2C1C=NC=C2)N[C@H]2CNCCC2)F 4-[2-(difluoromethoxy)-4-(trifluoromethyl)phenyl]-N-[(3R)-piperidin-3-yl]pyrido[3,4-d]pyridazin-1-amine formate